2-phenyl-2,3-dihydroquinazolin-4-one C1(=CC=CC=C1)C1NC2=CC=CC=C2C(N1)=O